3-bromo-N-(2,6-dichloro-3,5-dimethoxyphenyl)-5,6-dimethylpyridine-2-amine BrC=1C(=NC(=C(C1)C)C)NC1=C(C(=CC(=C1Cl)OC)OC)Cl